ClC=1C=C2C(=NC=NC2=C(C1)C(F)(F)F)N(C(C)C1=NC=CN=C1C1=NC=CC=N1)C 6-chloro-N-methyl-N-[1-(3-pyrimidin-2-ylpyrazin-2-yl)ethyl]-8-(trifluoromethyl)quinazolin-4-amine